tert-butyl (2R)-3-{4-[2-(2-ethoxyethoxy)ethoxy]phenyl}-2-(1,4,7,10-tetraazacyclododecan-1-yl)propanoate C(C)OCCOCCOC1=CC=C(C=C1)C[C@H](C(=O)OC(C)(C)C)N1CCNCCNCCNCC1